CCCCCCCCCC(CC(=O)[O-])O The molecule is a 3-hydroxy fatty acid anion that is the conjugate base of 3-hydroxylauric acid, obtained by deprotonation of the carboxy group; major species at pH 7.3. It is a medium-chain fatty acid anion and a 3-hydroxy fatty acid anion. It derives from a dodecanoate. It is a conjugate base of a 3-hydroxylauric acid.